(Isocyanatomethyl)-methyldi-ethoxysilan N(=C=O)C[Si](OCC)(OCC)C